[Br-].O1C(OCC1)CC[P+](C1=CC=CC=C1)(C1=CC=CC=C1)C1=CC=CC=C1 [2-(1,3-dioxolan-2-yl)ethyl]Triphenyl-phosphonium bromide